FC(OC=1C=C(C=CC1)C=1C=C(OC1C)C(=O)NC1=NC(=NS1)CN1CCN(CC1)C)F 4-(3-(Difluoromethoxy)phenyl)-5-methyl-N-(3-((4-methylpiperazin-1-yl)methyl)-1,2,4-thiadiazol-5-yl)furan-2-carboxamide